O[C@@](C=O)(C)[C@@H]1CN(CCC1)C(=O)OCC1=CC=CC=C1 benzyl (3S)-3-[(2S)-2-hydroxy-1-oxopropan-2-yl]piperidine-1-carboxylate